platinum-gallium [Ga].[Pt]